5-(4-fluorobenzyl)-1H-pyrazole-1-carboxamide FC1=CC=C(CC2=CC=NN2C(=O)N)C=C1